2-fluoro-4-(6-(1-methyl-1H-indazol-5-yl)-3-((8-methyl-8-azabicyclo[3.2.1]octan-3-yl)methyl)-3H-imidazo[4,5-c]pyridin-7-yl)benzonitrile FC1=C(C#N)C=CC(=C1)C=1C2=C(C=NC1C=1C=C3C=NN(C3=CC1)C)N(C=N2)CC2CC1CCC(C2)N1C